tri(morpholinyl)-(diethylamino)phosphonium bromide [Br-].N1(CCOCC1)[P+](N(CC)CC)(N1CCOCC1)N1CCOCC1